ditosyl disulfone S(=O)(=O)(C1=CC=C(C)C=C1)S(S(=O)(=O)S(=O)(=O)C1=CC=C(C)C=C1)(=O)=O